N(=C=S)C=1C=C(C=CC1)C(C[N+](=O)[O-])C1=C(NC2=CC=CC=C12)C1=CC=CC=C1 3-(1-(3-isothiocyanatophenyl)-2-nitroethyl)-2-phenyl-1H-indole